3-carbonyl-1,1-dicarbonyl-benzothiophene C(=O)=C1CS(C2=C1C=CC=C2)(=C=O)=C=O